ClC1=C(C=C(C=C1)F)C1NC(C=2C=3N(C=C(C21)C2=C(C(=O)N)C=C(C=C2C(F)(F)F)F)N=CN3)=O [7-(2-chloro-5-fluorophenyl)-9-oxo-8,9-dihydro-7H-[1,2,4]triazolo[1,5-a]pyrrolo[3,4-C]pyridin-6-yl]-5-fluoro-3-(trifluoromethyl)benzamide